C(C)(C)(C)/C(/C(=O)OO)=C/C(=O)O t-butylperoxymaleic acid